C(#N)C1=CC=C(C=C1)C1=NN(C(=N1)CC(=O)NCC1=CC(=CC(=C1)Cl)Cl)CC 2-[3-(4-cyanophenyl)-1-ethyl-1H-1,2,4-triazol-5-yl]-N-[(3,5-dichlorophenyl)methyl]acetamide